5-(5-isopropoxypyridin-2-yl)-N-(5-isopropylpyridin-2-yl)-1,3,4-thiadiazol-2-amine C(C)(C)OC=1C=CC(=NC1)C1=NN=C(S1)NC1=NC=C(C=C1)C(C)C